2-(3-chloro-5-fluoropyridin-2-yl)propan-2-amine hydrochloride Cl.ClC=1C(=NC=C(C1)F)C(C)(C)N